IC=1C=C(C=C(C1)C=1N=NC=NN1)CO (3-iodo-5-(1,2,4,5-tetrazin-3-yl)phenyl)methanol